tert-Butyl 10-((5-(dimethylcarbamoyl)-4-(2-(hydroxymethyl)phenyl)-2-oxopyridin-1(2H)-yl)methyl)-10-hydroxy-7-azaspiro[4.5]decane-7-carboxylate CN(C(=O)C=1C(=CC(N(C1)CC1(CCN(CC12CCCC2)C(=O)OC(C)(C)C)O)=O)C2=C(C=CC=C2)CO)C